C(C(=O)OCC)(=O)OCCC(CC(=CCCCC)C)C 3,5-dimethyldec-5-en-1-yl ethyl oxalate